2-bromo-5-(difluoromethoxy)pyridine BrC1=NC=C(C=C1)OC(F)F